CC1([C@@H](CCCC1)C=1SC(=CN1)N1C([C@@H]2N(CCN(C2)C#N)CC1)=O)C (R)-8-(2-((R)-2,2-dimethylcyclohexyl)thiazol-5-yl)-9-oxooctahydro-2H-pyrazino[1,2-a]pyrazine-2-carbonitrile